C(C)(C)(C)C1=CC=C(C=C1)C=1C=2N(C=C(N1)C(C)N)C=CN2 1-(8-(4-(tert-butyl)phenyl)imidazo[1,2-a]pyrazin-6-yl)ethan-1-amine